C(C)(C)(C)OC(=O)N1CCC(CC1)(C1=NN=C(N1)C1=CC=NC=C1)NC=1C=C(C(=O)N[C@H](C)C2=CC=C(OCCCCCCOCCOCCOCCCCCC(=O)O)C=C2)C=CC1 (R)-6-(2-(2-(6-(4-(1-(3-(1-(tert-butoxycarbonyl)-4-(5-(pyridin-4-yl)-4H-1,2,4-triazol-3-yl)piperidin-4-ylamino)benzamido)ethyl)phenoxy)hexyloxy)ethoxy)ethoxy)hexanoic acid